IC1=CNC2=CC=C(C=C12)OC 3-Iodo-5-methoxy-1H-indole